3-ethoxy-2-methoxy-5-(2-(methylsulfonyl)vinyl)pyridine C(C)OC=1C(=NC=C(C1)C=CS(=O)(=O)C)OC